3-[2-Fluoro-4-[(1S,4S)-2-oxa-5-azabicyclo[2.2.1]heptan-5-yl]anilino]-5-(methylamino)-6-(3-methylimidazo[4,5-c]pyridin-7-yl)pyrazin-2-carboxamid FC1=C(NC=2C(=NC(=C(N2)NC)C=2C3=C(C=NC2)N(C=N3)C)C(=O)N)C=CC(=C1)N1[C@@H]3CO[C@H](C1)C3